C(C1=CC=CC=C1)OCC1=NN(C(N1CC)=O)C=1C(=C(C(=O)Cl)C=C(C1)F)I (3-((benzyloxy)methyl)-4-ethyl-5-oxo-4,5-dihydro-1H-1,2,4-triazol-1-yl)-5-fluoro-2-iodobenzoyl chloride